C(C)(=O)C1=NC(=CC(=C1)C(=O)N)C(C)=O 2,6-Diacetylpyridine-4-carboxamide